2-((3,5-Dichlorophenyl)amino)-N-(1-methyl-3-(trifluoromethyl)-1H-pyrazol-5-yl)benzamide ClC=1C=C(C=C(C1)Cl)NC1=C(C(=O)NC2=CC(=NN2C)C(F)(F)F)C=CC=C1